BrC1=CC=C(S1)C(C)N 1-(5-bromothien-2-yl)ethan-1-amine